BrC1=CC2=C(N=C3N2CCN(CC3)C)C=C1 9-bromo-3-methyl-2,3,4,5-tetrahydrobenzo[4,5]imidazo[1,2-d][1,4]diazepine